methyl (1s,3r,5R-7S)-3-(hydroxymethyl)adamantane-1-carboxylate OCC12CC3(C[C@@H](C[C@H](C1)C3)C2)C(=O)OC